(1-isopropyl-1H-imidazol-4-yl)[(1R,5S,6r)-6-([1,2,3]triazolo[1,5-a]pyridin-3-yl)-3-azabicyclo[3.1.0]hex-3-yl]methanone C(C)(C)N1C=NC(=C1)C(=O)N1C[C@H]2C([C@H]2C1)C=1N=NN2C1C=CC=C2